3-(piperidin-4-yl)-1-toluenesulfonyl-1H-pyrrolo[2,3-c]Pyridine hydrochloride Cl.N1CCC(CC1)C1=CN(C2=CN=CC=C21)S(=O)(=O)CC2=CC=CC=C2